N1(CC1)C(=O)N 1-aziridinecarboxamide